piperazin-1-yl(3-(1-(m-tolyl)-1H-indazol-6-yl)phenyl)methanone N1(CCNCC1)C(=O)C1=CC(=CC=C1)C1=CC=C2C=NN(C2=C1)C=1C=C(C=CC1)C